hydroxy-naphthalene-2,7-disulfonic acid, disodium salt [Na+].[Na+].OC1=C(C=CC2=CC=C(C=C12)S(=O)(=O)[O-])S(=O)(=O)[O-]